ClC1=CC(=NC(=C1)C1=CC=C(C=C1)OC)\C=C\C1CC1 4-chloro-2-((E)-2-cyclopropylvinyl)-6-(4-methoxyphenyl)pyridine